CN([C@@H](CO[Si](C1=CC=CC=C1)(C1=CC=CC=C1)C(C)(C)C)C(=O)O)C([C@@H](NC(=O)C1=CC=C(C=C1)C1=CC=C(C=C1)NC(=O)OC(C)(C)C)COC(C)=O)=O Methyl-N-(O-acetyl-N-(4'-((tert-butoxycarbonyl)amino)-[1,1'-biphenyl]-4-carbonyl)-L-seryl)-O-(tert-butyldiphenylsilyl)-L-serine